NC1CCC(CC1)N1N=C(C(=C1OCC)C1=CC(=C(C=C1)OC)F)C=1C(=C(C#N)C=CC1)F (1-(4-aminocyclohexyl)-5-ethoxy-4-(3-fluoro-4-methoxyphenyl)-1H-pyrazol-3-yl)-2-fluorobenzonitrile